1-(6-bromo-5-nitro-1H-indazol-1-yl)-2,2-dimethylpropan-1-one BrC1=C(C=C2C=NN(C2=C1)C(C(C)(C)C)=O)[N+](=O)[O-]